C12C(C3CC(CC(C1)C3)C2)NC(CN2C(C(=CC=C2)NC([C@H](CCC(C(=O)NC)=O)NC(=O)C=2N=NN(C2)C)=O)=O)=O (S)-N1-(1-(2-(2-adamantylamino)-2-oxoethyl)-2-oxo-1,2-dihydropyridin-3-yl)-N6-methyl-2-(1-methyl-1H-1,2,3-triazole-4-carboxamido)-5-oxohexanediamide